ClC1=CC(=C2C(=N1)C=C(O2)[Si](C(C)C)(C(C)C)C(C)C)NC2=NC=C(C=C2)N2CCN(CC2)C 5-chloro-N-(5-(4-methylpiperazin-1-yl)pyridin-2-yl)-2-(triisopropylsilyl)furano[3,2-b]pyridin-7-amine